[Se].[Se] selenium-selenium